FC1=CC(=C(C=C1)N1C=C(C2=C1C=CC=N2)C2CCN(CC2)CC2=CC=C(C=C2)NC(OC(C)(C)C)=O)C(N(C)C(C)C)=O tert-butyl (4-((4-(1-(4-fluoro-2-(isopropyl(methyl)carbamoyl)phenyl)-1H-pyrrolo[2,3-e]pyridin-3-yl)piperidin-1-yl)methyl)phenyl)carbamate